N1[C@@H](C[C@@H](O)C1)C(=O)O Z-4-trans-L-hydroxyproline